ClCC1=CC(=NO1)C1=CC(=C(C(=C1)C(F)(F)F)F)OC 5-(Chloromethyl)-3-(4-fluoro-3-methoxy-5-(trifluoromethyl)phenyl)isoxazole